C(C)N(CCNC=O)CC N-(2-(diethylamino)ethyl)carboxamide